N-(4,5-Dimethoxy-2-((4-(2-(methylamino)ethyl)phenyl)carbamoyl)phenyl)quinoline-3-carboxamide trifluoroacetate salt FC(C(=O)O)(F)F.COC1=CC(=C(C=C1OC)NC(=O)C=1C=NC2=CC=CC=C2C1)C(NC1=CC=C(C=C1)CCNC)=O